CC1=NC=CC(=C1)C1=NN(C=C1)C1=CC(=C2C(=N1)C=C(S2)CN2CCOCC2)N2CCOCC2 4-(5-(3-(2-Methylpyridin-4-yl)-1H-pyrazol-1-yl)-2-(morpholinomethyl)thieno[3,2-b]pyridin-7-yl)morpholine